FC(C(=O)O)(F)F.C(#N)C1=CC=C2C(=N1)N(N=N2)C2=CC(=C(C(=O)N([C@H]1CNCCC1)C1=NC=CC3=CC=CC(=C13)C)C=C2)F (R)-4-(5-cyano-3H-[1,2,3]triazolo[4,5-b]pyridin-3-yl)-2-fluoro-N-(8-methylisoquinolin-1-yl)-N-(piperidin-3-yl)benzamide trifluoroacetic acid salt